(R)-4-methyl-1,3,2-dioxathiolane-2,2-dioxide C[C@H]1OS(OC1)(=O)=O